BrC=1C=C(C=CC1)[C@@H](C)N (R)-1-(3-bromophenyl)-ethanamine